ClC=1N=NC(=CC1C)Cl 3,6-Dichloro-4-methyl-1,2-diazine